NC=1N=C(SC1C(C1=CC=C(C=C1)OCC(=O)N1CC(CCC1)C)=O)N(C1=CC=C(C=C1)F)C(C(=O)N)C 2-(N-[4-amino-5-[4-[2-(3-methyl-1-piperidinyl)-2-oxo-ethoxy]benzoyl]thiazol-2-yl]-4-fluoro-anilino)propanamide